CN(CCOC(C(C)(C)C)=O)CCOC(C(C)(C)C)=O N-methylbis(2-pivaloyloxyethyl)amine